CC(C)C1=C2C=CC3=CC=CC4=CC=C(C=C1)C2=C43 6-(1-methylethyl)pyrene